ClC=1C=C(NC2(CCC3(C(=CC4=CC=CC=C34)COCCC3=CC=C(C=C3)OC)CC2)C(=O)O)C=CC1 (1s,4s)-4-(3-chloroanilino)-2'-{[2-(4-methoxyphenyl)ethoxy]methyl}spiro[cyclohexane-1,1'-indene]-4-carboxylic acid